CN1CCN(CC1)C(=O)N[C@H](C(=O)O)CCCNC(=N)NS(=O)(=O)C=1C(=C(C2=C(CC(O2)(C)C)C1C)C)C (S)-2-(4-Methylpiperazine-1-carboxamido)-5-(3-(2,2,4,6,7-pentamethyl-2,3-dihydrobenzofuran-5-ylsulfonyl)guanidino)pentanoic acid